ClC1=C(C=C(C=C1)S(=O)(=O)N[C@@H](CN(C)C)C1=CC(=C(C=C1)Cl)Cl)F (R)-4-chloro-N-(1-(3,4-dichlorophenyl)-2-(dimethylamino)ethyl)-3-fluorobenzenesulfonamide